NCCCCN(CCNC1=NC2=C(C3=CN=CC=C13)C=CC(=C2)C(=O)O)C(=O)OC(C)(C)C 5-((2-((4-Aminobutyl)(tert-butoxycarbonyl)amino)ethyl)amino)benzo[c][2,6]naphthyridine-8-carboxylic acid